5,5-dimethyl-3-(4-(1-methylcyclopropyl)phenyl)-1-((2-oxo-2,3-dihydro-1H-pyrrolo[2,3-b]pyridin-4-yl)methyl)imidazolidine-2,4-dione CC1(C(N(C(N1CC1=C2C(=NC=C1)NC(C2)=O)=O)C2=CC=C(C=C2)C2(CC2)C)=O)C